BrC=1C=C2CCN(CC2=C(C1)Cl)C[C@H](C)O (S)-1-(6-bromo-8-chloro-3,4-dihydroisoquinolin-2(1H)-yl)propan-2-ol